3-(dimethylphosphoryl)benzamide CP(=O)(C)C=1C=C(C(=O)N)C=CC1